ketopiperazine O=C1NCCNC1